C(C1=CC=CC=C1)OCC1=NN(C(N1CC)=O)C=1N(C(C2=CC(=CC=C2C1C(=C)C)F)=O)C=1C=CC(=C(C1)C)F (3-((benzyloxy)methyl)-4-ethyl-5-oxo-4,5-dihydro-1H-1,2,4-triazol-1-yl)-7-fluoro-2-(2-fluoro-5-tolyl)-4-(prop-1-en-2-yl)isoquinolin-1(2H)-one